C(C)(C)(C)OC(=O)N(C=1C(=C2N=CC=NC2=CC1)Br)C(=O)OC(C)(C)C N,N-di(t-butoxycarbonyl)-5-bromoquinoxalin-6-amine